3-((2,3-Dihydro-1H-inden-4-yl)ethynyl)-1-methyl-1H-pyrrolo[2,3-b]pyridin-5-amine C1CCC2=C(C=CC=C12)C#CC1=CN(C2=NC=C(C=C21)N)C